O=C1N(C(CC1)=O)CCCCC(=O)O 5-(2,5-dioxopyrrolidin-1-yl)pentanoic acid